p-nitro-N,N-dimethylanilinium [N+](=O)([O-])C1=CC=C([NH+](C)C)C=C1